3-(difluoromethyl)-[1,2,4]triazolo[4,3-a]pyridine-6-carboxylic acid FC(C1=NN=C2N1C=C(C=C2)C(=O)O)F